NC=1C(=NC(=CN1)N1C=NC=C1)C(=O)NC1CCCCC1 3-amino-N-cyclohexyl-6-(1H-imidazol-1-yl)pyrazine-2-carboxamide